bis[2-(methoxycarbonyl)ethyl] ether COC(=O)CCOCCC(=O)OC